methyl 2',4'-dichloro-[1,1'-biphenyl]-2-carboxylate ClC1=C(C=CC(=C1)Cl)C=1C(=CC=CC1)C(=O)OC